methanedi-phosphonic acid C(P(O)(=O)O)P(O)(=O)O